CC1(CCC=2C(=NNC2C1)C=1NC2=CC(=CC=C2C1)C(=O)N1CC2=CC=C(C=C2CC1)C1C(NC(CC1)=O)=O)C 3-(2-(2-(6,6-dimethyl-4,5,6,7-tetrahydro-1H-indazol-3-yl)-1H-indole-6-carbonyl)-1,2,3,4-tetrahydroisoquinolin-6-yl)piperidine-2,6-dione